C(C1=CC=CC=C1)(=O)N1C(C(C2=CC=CC=C12)=C)=O N-benzoyl-3-methyleneindolone